O[C@@H]1[C@H]2C[C@@H]([C@@H](C1)O2)NC(OC(C)(C)C)=O |r| rac-tert-butyl ((1R,2S,4R,5S)-5-hydroxy-7-oxabicyclo[2.2.1]heptan-2-yl)carbamate